C(C1=CC=CC=C1)OCCCCCOCCCO 3-{[5-(benzyloxy)pentyl]oxy}propan-1-ol